ClC1=C(NC(C(=O)OC(C2=CC(=CC=C2)OC2=CC=CC=C2)C#N)C(C)C)C=CC(=C1)C(F)(F)F cyano-3-phenoxybenzyl 2-[2-chloro-4-(trifluoromethyl)anilino]-3-methylbutanoate